N\C(=C/C(=O)OC)\CC(=O)OC Dimethyl (Z)-3-aminopent-2-enedioate